BrC1=CC=C(C=C1)C=CC(=O)C1=CC=C(C=C1)C(C)(C)CC 3-(4-bromophenyl)-1-(4-(tert-amyl)phenyl)propane-2-en-1-one